2,2-dimethylhydrazine CN(N)C